2-methyl-1-(4-methylsulfanylphenyl)-2-morpholinopropane-1-one CC(C(=O)C1=CC=C(C=C1)SC)(C)N1CCOCC1